1,3-bis[tris(hydroxymethyl)methylamino]propane-hcl Cl.OCC(NCCCNC(CO)(CO)CO)(CO)CO